iminoacetate N=CC(=O)[O-]